ON(C(\C=C(/C(=O)O)\CC)=O)O N,N-dihydroxyethyl-monomaleamic acid